5-[(4-chloro-1-tetrahydropyran-2-yl-indazol-5-yl amino)-1-methyl-1,2,4-triazol-3-yl]-3,4-dihydro-1H-isoquinoline-2-carboxylate ClC1=C2C=NN(C2=CC=C1NC1=NC(=NN1C)C1=C2CCN(CC2=CC=C1)C(=O)[O-])C1OCCCC1